3-methyl-4-phenoxybenzoic acid CC=1C=C(C(=O)O)C=CC1OC1=CC=CC=C1